COC1=CC=C(COC2=NC(=CC=3N2C=CN3)C3=CC(CC3)O)C=C1 3-(5-((4-methoxybenzyl)oxy)imidazo[1,2-c]pyrimidin-7-yl)cyclopent-2-en-1-ol